FC1=CC=C(C=C1)C1=C(CCCC1)CN1CCN(CC1)CCNC1=C2C(N(C(=NC2=CC=C1)C)C1C(NC(CC1)=O)=O)=O 3-(5-((2-(4-((4'-fluoro-3,4,5,6-tetrahydro-[1,1'-biphenyl]-2-yl)methyl)piperazin-1-yl)ethyl)amino)-2-methyl-4-oxoquinazolin-3(4H)-yl)piperidine-2,6-dione